2-[3-(3-chlorophenyl)-1-[2-[[1-[2-[4-(oxetan-3-yl)piperazin-1-yl]-2-oxo-ethyl]pyrazol-4-yl]amino]-[1,2,4]triazolo[1,5-a]pyridin-8-yl]azetidin-3-yl]acetonitrile ClC=1C=C(C=CC1)C1(CN(C1)C=1C=2N(C=CC1)N=C(N2)NC=2C=NN(C2)CC(=O)N2CCN(CC2)C2COC2)CC#N